OC(CN(CCN(CCN(CC(C)O)CC(C)O)CC(C)O)CC(C)O)C N,N,N',N'',N''-pentakis(2-hydroxypropyl)diethylenetriamine